(2-methyl-pyrrolidino)iodoborane CC1N(CCC1)BI